5-[(E)-2-cyclopropylethenyl]-N-[3-fluoro-4-[[6-methoxy-7-(2-methoxyethoxy)-1,5-naphthyridin-4-yl]oxy]phenyl]-1,2,6-trimethyl-4-oxopyridine-3-carboxamide C1(CC1)/C=C/C=1C(C(=C(N(C1C)C)C)C(=O)NC1=CC(=C(C=C1)OC1=CC=NC2=CC(=C(N=C12)OC)OCCOC)F)=O